N-(5-(6,7-dihydro-4H-thieno[3,2-c]pyran-2-yl)-4-((4-methyl-6-(methylsulfonyl)pyridin-2-yl)amino)pyridin-2-yl)acetamide S1C(=CC=2COCCC21)C=2C(=CC(=NC2)NC(C)=O)NC2=NC(=CC(=C2)C)S(=O)(=O)C